N1=CC=C(C=C1)OS(=O)(=O)C(F)(F)F Pyridin-4-yltrisFluoromethanesulfonic acid